BrC1=CC=CN2C(=C(C=C12)C#CCN(C1=C(C=C(C(=O)OC)C=C1)C#N)C(=O)OC(C)(C)C)SC(F)(F)F methyl 4-[(3-{8-bromo-3-[(trifluoromethyl)sulfanyl]indolizin-2-yl}prop-2-yn-1-yl)(tert-butoxycarbonyl)amino]-3-cyanobenzoate